COC1=CC=C(CN(C=2C=C(C(=C(C2)C2OC=C(C(C2)=O)C(=O)OC)C(F)(F)F)C)CC2=CC=C(C=C2)OC)C=C1 methyl 2-(5-(bis(4-methoxybenzyl)amino)-3-methyl-2-(trifluoromethyl)phenyl)-4-oxo-3,4-dihydro-2H-pyran-5-carboxylate